[F+][O-].[In] indium Fluorine Oxide